(R)-N-((S)-4-hydroxy-3-oxo-1-((S)-2-oxopyrrolidin-3-yl)butan-2-yl)-2-(3-methyl-4H-thieno[3,2-b]pyrrole-5-carbonyl)-2-azabicyclo[2.2.2]octane-3-carboxamide OCC([C@H](C[C@H]1C(NCC1)=O)NC(=O)[C@@H]1N(C2CCC1CC2)C(=O)C2=CC1=C(N2)C(=CS1)C)=O